O[C@H]1[C@@H](CCCC1)NC=1N=NC(=C2C1CS(CC2)(=O)=O)C2=C(C=C(C=C2)C(F)(F)F)O 4-{[(1R,2R)-2-hydroxycyclohexyl]amino}-1-[2-hydroxy-4-(trifluoromethyl)phenyl]-7,8-dihydro-6λ6-thiopyrano[3,4-d]pyridazin-6,6(5H)-dione